zirconium niobium vanadium [V].[Nb].[Zr]